C1N(CCC2=CC=CC=C12)C[C@H](CNC(=O)N1C[C@H](SCC1)C1=CC=CC=C1)O (R)-N-((S)-3-(3,4-dihydroisoquinolin-2(1H)-yl)-2-hydroxypropyl)-2-phenylthiomorpholine-4-carboxamide